C(C)C=1C=C(C=CC1)NC(=O)C1C(=NN(C1=O)C1=CC=C(C=C1)OC)C N-(3-ethylphenyl)-1-(4-methoxyphenyl)-3-methyl-5-oxo-4,5-dihydro-1H-pyrazole-4-carboxamide